(E)-2-hydroxy-3-methoxy-5-(4-(tetrahydro-1H-furo[3,4-c]pyrrol-5(3H)-yl)styryl)benzaldehyde OC1=C(C=O)C=C(C=C1OC)\C=C\C1=CC=C(C=C1)N1CC2C(C1)COC2